tert-butyl (S)-3-(3-(2,6-bis(benzyloxy)pyridin-3-yl)-1-methyl-1H-indazol-7-yl)piperidine-1-carboxylate C(C1=CC=CC=C1)OC1=NC(=CC=C1C1=NN(C2=C(C=CC=C12)[C@H]1CN(CCC1)C(=O)OC(C)(C)C)C)OCC1=CC=CC=C1